N(=O)N1CN2CN(CN(C1)C2)N=O 3,7-dinitroso-1,3,5,7-tetraazabicyclo(3.3.1)nonane